Di-Butyl Ether C(CCC)OCCCC